1-benzofuran-5-ylboronic acid O1C=CC2=C1C=CC(=C2)B(O)O